2-[(1-methyl-1H-pyrazol-4-yl)amino]-4-(heptylamino)pyrimidin-5-carboxamide CN1N=CC(=C1)NC1=NC=C(C(=N1)NCCCCCCC)C(=O)N